O1COC2=C1C=CC=C2CN2[C@H](C[C@@H](C2)F)C(=O)NC2=CC=C(C=C2)C2=CC(=NN2C)C(F)(F)F (2R,4S)-1-(benzo[d][1,3]dioxol-4-ylmethyl)-4-fluoro-N-(4-(1-methyl-3-(trifluoromethyl)-1H-pyrazol-5-yl)phenyl)pyrrolidine-2-carboxamide